(6-chloro-5-(2'-fluoro-[1,1'-biphenyl]-4-yl)-benzo[d]imidazol-2-yl)oxy-2-methylbenzoic acid ClC=1C(=CC2=C(N=C(N2)OC=2C(=C(C(=O)O)C=CC2)C)C1)C1=CC=C(C=C1)C1=C(C=CC=C1)F